tert-butyl N-[(5-bromothiazol-2-yl)methyl]carbamate BrC1=CN=C(S1)CNC(OC(C)(C)C)=O